C(#N)C1=C(CC=2NC3=C(C=CC=C3C2)C=2N=NN(C2)C=2C=CC=C3C=CC(OC23)=O)C=CC=C1 8-(4-(2-(2-cyanobenzyl)-1H-indol-7-yl)-1H-1,2,3-triazol-1-yl)-2H-chromen-2-one